(R)-Methyl 5-(3-(3-((3-chloro-4-(trifluoromethoxy)benzyl)amino)propoxy)pyrrolidin-1-yl)benzo[c][2,6]naphthyridine-8-carboxylate ClC=1C=C(CNCCCO[C@H]2CN(CC2)C2=NC3=C(C4=CN=CC=C24)C=CC(=C3)C(=O)OC)C=CC1OC(F)(F)F